N[C@H]1[C@@H]2N(C[C@H]1CC2)C(=O)C2=CC1=C(N(C(=N1)C=1N(C3=C(C=CC=C3C1)C1CCC(CC1)O)CC1CC1)C)C(=C2)OC 4-(2-{5-[(1R,4R,7R)-7-amino-2-azabicyclo[2.2.1]heptane-2-carbonyl]-7-methoxy-1-methyl-1H-1,3-benzodiazol-2-yl}-1-(cyclopropylmethyl)-1H-indol-7-yl)cyclohexan-1-ol